Cl.NC(C(=O)N1CCN(CC1)C(=O)NC1=NC(N(C=C1)C1=CC=C(C=C1)CCNC1CCNCCC1)=O)(C)C 4-(2-Amino-2-methylpropanoyl)-N-(1-(4-(2-(azepan-4-ylamino)ethyl)phenyl)-2-oxo-1,2-dihydropyrimidin-4-yl)piperazine-1-carboxamide hydrochloride salt